F[C@@H]1C[C@H](N(C1)C(CC)=O)CN1CCCC2=C1N=NC(=C2)C2=C(C=C(C=C2C)C(F)(F)F)O 1-((2S,4R)-4-fluoro-2-((3-(2-hydroxy-6-methyl-4-(trifluoromethyl)phenyl)-6,7-dihydropyrido[2,3-c]pyridazin-8(5H)-yl)methyl)pyrrolidin-1-yl)propan-1-one